7-(furan-2-yl)-4-morpholino-N-phenylpyrido[3,2-d]pyrimidin-2-amine O1C(=CC=C1)C1=CC=2N=C(N=C(C2N=C1)N1CCOCC1)NC1=CC=CC=C1